C(#N)[C@H](C[C@H]1C(NCC1)=O)NC(=O)[C@H](CC(C)C)NC(=O)C=1NC2=CC=CC(=C2C1)OC(F)F N-[(1S)-1-[[(1S)-1-cyano-2-[(3S)-2-oxopyrrolidin-3-yl]ethyl]carbamoyl]-3-methyl-butyl]-4-(difluoromethoxy)-1H-indole-2-carboxamide